(2s,4S)-2-((1R,5S,6S)-6-(3,4-Dimethylphenyl)-3-azabicyclo[3.1.0]hexane-3-carbonyl)-7-oxa-5-azaspiro[3.4]octan-6-one CC=1C=C(C=CC1C)C1[C@@H]2CN(C[C@H]12)C(=O)C1CC2(C1)NC(OC2)=O